FC1=CC=C(C=C1)[C@@H]1N(CCC2=CC=CC=C12)C(=O)[C@H]1[C@H](CN(CCO1)C(=O)OC(C)(C)C)O tert-butyl (6S,7R)-7-((S)-1-(4-fluorophenyl)-1,2,3,4-tetrahydroisoquinoline-2-carbonyl)-6-hydroxy-1,4-oxazepane-4-carboxylate